C(C)(C)(C)OC(=O)N1C(CCCC1)CC1=NC(=CC=C1)COC1=C(C=C(C=C1)C1CC1)Cl ((6-((2-chloro-4-cyclopropylphenoxy)methyl)pyridin-2-yl)methyl)piperidine-1-carboxylic acid tert-butyl ester